ClC=1C=C(C=CC1)C=1C=CC=C2C=NC(=NC12)NC=1C=NC(=CC1)N1CCOCC1 8-(3-chlorophenyl)-N-(6-morpholinylpyridin-3-yl)quinazolin-2-amine